3-(2-chloro-3-(6-(5-oxo-6-oxa-4-azaspiro[2.4]heptan-4-yl)pyridin-3-yl)phenyl)piperidine-2,6-dione ClC1=C(C=CC=C1C=1C=NC(=CC1)N1C2(CC2)COC1=O)C1C(NC(CC1)=O)=O